C(C)(C)(C)OC(=O)N[C@H]1C=C[C@H](C1)C(=O)OC methyl (1S,4R)-4-((tert-butoxycarbonyl)amino)cyclopent-2-ene-1-carboxylate